1-vinyl-4-[tris(4-vinylphenyl)methyl]benzene C(=C)C1=CC=C(C=C1)C(C1=CC=C(C=C1)C=C)(C1=CC=C(C=C1)C=C)C1=CC=C(C=C1)C=C